β-chloroethyl triphosphonate P(=O)(OCCCl)OP(=O)([O-])OP(=O)[O-]